N'-(2-amino-9-(2,2-diethoxyethyl)-9H-purin-6-yl)-3-cyclopropylpropiolohydrazide NC1=NC(=C2N=CN(C2=N1)CC(OCC)OCC)NNC(C#CC1CC1)=O